allyloxy-1-propanesulfonic acid C(C=C)OC(CC)S(=O)(=O)O